2-(4-(2-(2-Aminopyridin-3-yl)-5-phenyl-3H-imidazo[4,5-b]pyridin-3-yl)benzyl)-2,7-diazaspiro[3.5]nonane-7-carbonitrile NC1=NC=CC=C1C1=NC=2C(=NC(=CC2)C2=CC=CC=C2)N1C1=CC=C(CN2CC3(C2)CCN(CC3)C#N)C=C1